BrC1=CC=CC2=C1COCCN2C2=NC(=NC1=CC=CC(=C21)F)NN [4-(6-bromo-3,5-dihydro-2H-4,1-benzooxazepin-1-yl)-5-fluoro-quinazolin-2-yl]hydrazine